ClC=1C=CC(=NC1C1=N[C@H](C=2N(C3=C1C(=C(C=C3)C(F)(F)F)Cl)C=C(N2)C)C)O 5-chloro-6-[(4S)-7-chloro-2,4-dimethyl-8-(trifluoromethyl)-4H-imidazo[1,2-a][1,4]benzodiazepin-6-yl]pyridin-2-ol